(4-methoxyphenyl)-quinazolin-2-amine COC1=CC=C(C=C1)C1=NC(=NC2=CC=CC=C12)N